CN(C1=CC=C(C=C1)[Pd-2](C1=CC=C(C=C1)N(C)C)(Cl)Cl)C bis(4-dimethylaminophenyl)palladium (II) dichloride